C(CCCCCCCCCCCCC=CCCCCCC)C=1C=C(C=C(C1)O)O 5-(14-Heneicosenyl)-1,3-benzenediol